C(C)(C)C1=C(NC2=CC=C(C=C12)C1CCNCC1)C1=C(C(=NC(=C1C)C)C)C 3-isopropyl-5-(piperidin-4-yl)-2-(2,3,5,6-tetramethylpyridin-4-yl)-1H-indole